3-[2-aminoethoxy]propanamide NCCOCCC(=O)N